N-(9-(3-hydroxy-3-methylbut-1-yn-1-yl)-5-methyl-4-oxo-2,3,4,5-tetrahydropyrido[3,2-b][1,4]Oxazepin-3-yl)-4-phenoxypicolinamide OC(C#CC1=CC=NC2=C1OCC(C(N2C)=O)NC(C2=NC=CC(=C2)OC2=CC=CC=C2)=O)(C)C